C(C)C12CC(CN2C(C2=C1SC(=C2)C2=NC(=NC=C2C(F)(F)F)N[C@@H]2[C@@H](CN(CC2)S(=O)(=O)C)C)=O)=O 8a-Ethyl-2-(2-(((3R,4S)-3-methyl-1-(methylsulfonyl)piperidin-4-yl)amino)-5-(trifluoromethyl)pyrimidin-4-yl)-8,8a-dihydro-4H-thieno[2,3-a]pyrrolizine-4,7(6H)-dione